α,β-D-glucopyranose OC1[C@H](O)[C@@H](O)[C@H](O)[C@H](O1)CO